1-(prop-2-en-1-yl)cyclohexane-1-carboxylate C(C=C)C1(CCCCC1)C(=O)[O-]